1,3-di-tert-butylbenzene C(C)(C)(C)C1=CC(=CC=C1)C(C)(C)C